2-(3,5-difluoropyridin-4-yl)-N-(1-methylcyclopropyl)pyrido[3,4-d]Pyrimidin-4-amine FC=1C=NC=C(C1C=1N=C(C2=C(N1)C=NC=C2)NC2(CC2)C)F